Triethylendiamin CCNCCNCC